CCCCC(CC)COC(=O)OCC(CC)CCCC diethylhexyl carbonate